2,3-dimethylbenzyl chloride CC1=C(CCl)C=CC=C1C